carbon nickel-chromium-molybdenum [Mo].[Cr].[Ni].[C]